NC([C@H](CCC(=O)OC(C)(C)C)N1C(C2=CC=C(C=C2C1)C[C@@H]1[C@H](C[C@H](CC1)O)NC(=O)OC(C)(C)C)=O)=O tert-butyl (S)-5-amino-4-(5-(((1R,2S,4S)-2-((tert-butoxycarbonyl)amino)-4-hydroxycyclohexyl)methyl)-1-oxoisoindolin-2-yl)-5-oxopentanoate